(2R)-2-(6-{5-chloro-2-[(oxan-4-yl)amino]pyrimidin-4-yl}-1-oxo-2,3-dihydro-1H-isoindol-2-yl)-N-[(1S,2S)-2-hydroxy-1-(3-methoxyphenyl)propyl]propanamide ClC=1C(=NC(=NC1)NC1CCOCC1)C1=CC=C2CN(C(C2=C1)=O)[C@@H](C(=O)N[C@H]([C@H](C)O)C1=CC(=CC=C1)OC)C